1-(5-methyl-4-(4-phenethylpiperidine-1-carbonyl)picolinoyl)-4-phenylpiperidine-4-carbonitrile CC=1C(=CC(=NC1)C(=O)N1CCC(CC1)(C#N)C1=CC=CC=C1)C(=O)N1CCC(CC1)CCC1=CC=CC=C1